1-isopropyl-3-(4-isopropylphenyl)-1H-pyrazolo[3,4-d]pyrimidin-4-amine C(C)(C)N1N=C(C=2C1=NC=NC2N)C2=CC=C(C=C2)C(C)C